CO[C@H]1CN2C(OC1)=C(C=N2)S(=O)(N)=NC(NC=2C=1CCC1C=CC2C2=CC(=NC=C2)OC)=O (6S)-6-methoxy-N'-((3-(2-methoxypyridin-4-yl)bicyclo[4.2.0]octa-1(6),2,4-trien-2-yl)carbamoyl)-6,7-dihydro-5H-pyrazolo[5,1-b][1,3]oxazine-3-sulfonimidamide